FC1=C(C=CC=C1)N1C(SC=C1C=1C=C(C(=O)NCCCCC=2SC=CC2)C=CC1)=O 3-(3-(2-fluorophenyl)-4-thiazolinonyl)-N-(4-(thiophen-2-yl)butyl)benzamide